ClC1=C2C(=C(NC2=CC=C1F)C(=O)N1C[C@@H]([C@@H](C1)F)N(C(C(F)(F)F)=O)CCN1CC(C1)(F)F)F N-((3S,4R)-1-(4-chloro-3,5-difluoro-1H-indole-2-carbonyl)-4-fluoropyrrolidin-3-yl)-N-(2-(3,3-difluoroazetidin-1-yl)ethyl)-2,2,2-trifluoroacetamide